methyl-glucose sesquioctanoate C(CCCCCCC)(=O)O.CC(=O)[C@H](O)[C@@H](O)[C@H](O)[C@H](O)CO.C(CCCCCCC)(=O)O.C(CCCCCCC)(=O)O.CC(=O)[C@H](O)[C@@H](O)[C@H](O)[C@H](O)CO